CC(CCC=CCC=CCC=CCCCCCCC(=O)O)C 18-methyl-8,11,14-nonadecatrienoic acid